C1=CC=C(C=2SC3=C(C21)C=CC=C3)N(C3=CC=C(C=C3)C3=CC=C(C=C3)N(C3=CC=CC=C3)C3=CC=CC2=C3SC3=C2C=CC=C3)C3=CC=CC=C3 N4,N4'-bis(dibenzo[b,d]thiophene-4-yl)-N4,N4'-diphenylbiphenyl-4,4'-diamine